S1C=NC2=C1C=CC(=C2)C2=CC=C(C=C2)C[C@H]2N(C[C@@H]([C@H]2O)OC(=O)OC(C)(C)C)C(=O)OC(C)(C)C tert-butyl (2R,3S,4S)-2-{[4-(1,3-benzothiazol-5-yl)phenyl]methyl}-4-[(tert-butoxycarbonyl)oxy]-3-hydroxypyrrolidine-1-carboxylate